COC(CC(C1=CC=C(C=C1)F)N1[C@@H](CN([C@H](C1)C)C1=CC(N(C2=CC=C(N=C12)C#N)C)=O)C)=O 3-((2R,5S)-4-(6-cyano-1-methyl-2-oxo-1,2-dihydro-1,5-naphthyridin-4-yl)-2,5-dimethylpiperazin-1-yl)-3-(4-fluorophenyl)propionic acid methyl ester